BrC1=CC=C2C=CC(=NC2=C1)C 7-bromo-2-methylquinoline